(6R,8R)-N-(5-chloro-6-(pyrimidin-2-yl)pyridin-3-yl)-8-(1-(1,1-difluoroethyl)-1H-pyrazol-3-yl)-2-fluoro-8-methyl-7,8-dihydro-6H-cyclopenta[e]pyrazolo[1,5-a]pyrimidine-6-carboxamide ClC=1C=C(C=NC1C1=NC=CC=N1)NC(=O)[C@@H]1C[C@@](C2=C1C=NC=1N2N=C(C1)F)(C)C1=NN(C=C1)C(C)(F)F